(R)-4-((3-isopropyl-5-((5-oxopyrrolidin-3-yl)amino)pyrazolo[1,5-a]pyrimidin-7-yl)amino)piperidine-1-carboxylic acid (1-(tert-butoxycarbonyl)-3-fluoroazetidin-3-yl)methyl ester C(C)(C)(C)OC(=O)N1CC(C1)(F)COC(=O)N1CCC(CC1)NC1=CC(=NC=2N1N=CC2C(C)C)N[C@H]2CNC(C2)=O